(3-benzyl-1,4-dimethyl-5-oxo-4,5-dihydro-1H-pyrazol-4-yl)-N-hydroxycarbamate C(C1=CC=CC=C1)C1=NN(C(C1(C)OC(NO)=O)=O)C